C(C)(=O)N1[C@H]2COC[C@@H]1CC(C2)OC=2C(=CC(=NC2)C)C2=CC=1N(C=C2)N=C(C1)NC=1C=CC(N(N1)C)=O 6-((5-(5-(((1R,5S,7s)-9-acetyl-3-oxa-9-azabicyclo[3.3.1]nonan-7-yl)oxy)-2-methylpyridin-4-yl)pyrazolo[1,5-a]pyridin-2-yl)amino)-2-methylpyridazin-3(2H)-one